tetraiodosilane I[Si](I)(I)I